FC1=C(N=C(C2=C1N=C(N=C2N[C@H]2C[C@H](CC2)CO)SC)OC)C2=CC(=CC1=CC=C(C(=C21)C#C[Si](C(C)C)(C(C)C)C(C)C)F)OCOC ((1S,3R)-3-((8-fluoro-7-(7-fluoro-3-(methoxymethoxy)-8-((triisopropylsilyl)ethynyl)naphthalen-1-yl)-5-methoxy-2-(methylthio)pyrido[4,3-d]pyrimidin-4-yl)amino)cyclopentyl)methanol